COC=1C(=CC(=C(C1)C=1CCN(CC1)C(=O)OC(C)(C)C)C)[N+](=O)[O-] tert-butyl 4-(5-methoxy-2-methyl-4-nitrophenyl)-3,6-dihydropyridine-1(2H)-carboxylate